1,3-bis(2,6-diisopropylphenyl)-1,2,3-triazolate C(C)(C)C1=C(C(=CC=C1)C(C)C)N1NN(C(=C1)C(=O)[O-])C1=C(C=CC=C1C(C)C)C(C)C